C(C)(C)(C)OC(=O)N1C2CN(CC1CC2)C=2C1=C(N=C(N2)SC)C(NC=C1C)=O 3-(5-Methyl-2-(methylthio)-8-oxo-7,8-dihydropyrido[3,4-d]pyrimidin-4-yl)-3,8-Diazabicyclo[3.2.1]octane-8-carboxylic acid tert-butyl ester